4,5-dicarbomethoxy-3H-pyrazole C(=O)(OC)C=1CN=NC1C(=O)OC